3-[2-(4-chloro-3-methylphenyl)cyclopropyl]-1-methyl-1-[(3R)-1-[(2S)-oxolane-2-carbonyl]piperidin-3-yl]urea ClC1=C(C=C(C=C1)C1C(C1)NC(N([C@H]1CN(CCC1)C(=O)[C@H]1OCCC1)C)=O)C